C1(CC1)C(C(C(=O)NC1=CC=C(C=C1)C=1C(=NNC1C)C)C1=NN=C(N1)C1COCC1)C1CC1 3,3-dicyclopropyl-N-[4-(3,5-dimethyl-1H-pyrazol-4-yl)phenyl]-2-(5-tetrahydrofuran-3-yl-4H-1,2,4-triazol-3-yl)propanamide